CC1=C(C=C2C=CN(C2=C1)COCC[Si](C)(C)C)B1OC(C(O1)(C)C)(C)C 6-methyl-5-(4,4,5,5-tetramethyl-1,3,2-dioxaborolan-2-yl)-1-((2-(trimethylsilyl)ethoxy)methyl)-1H-indole